2-(thiophen-2-yl)-2,3-dihydro-1H-benzol S1C(=CC=C1)C1CC=CCC1